(5R)-oxo-(3S)-Z-propenylpyrrolidine-1-carboxylic Acid tert-butyl Ester C(C)(C)(C)OC(=O)N1C(C(CC1)=O)\C=C/C